C(N)(O[C@H]1C2(N(CC1CC2)C(=O)C=2C=CC=1N(C2)N=C(C1C)C=1N(C2=CC(=CC=C2C1)C=1C=C2C(NCC2=CC1)=O)CC1CC1)C(C)(C)C)=O Tert-butyl-((7R)-2-(2-(1-(cyclopropylmethyl)-6-(3-oxoisoindolin-5-yl)-1H-indol-2-yl)-3-methylpyrazolo[1,5-a]pyridine-6-carbonyl)-2-azabicyclo[2.2.1]hept-7-yl) carbamate